methyl-trifluoro-acetic acid COC(C(F)(F)F)=O